C1=CC=CC=2C3=CC=CC=C3C(C12)COC(NCC1=C(C=CC(=C1)C(C)(C)C)SC1=C(C=CC=C1)C=O)=O N-[[5-tert-butyl-2-(2-formylphenyl)sulfanyl-phenyl]methyl]carbamic acid 9H-fluoren-9-ylmethyl ester